COC(=O)C=1N(N=CC1N)C([2H])([2H])[2H] 4-amino-2-(trideuteromethyl)pyrazole-3-carboxylic acid methyl ester